N-(3-aminocyclohexyl)-2-((2-(3,4-dimethoxyphenyl)-3-isopropyl-1H-indol-5-yl)oxy)acetamide NC1CC(CCC1)NC(COC=1C=C2C(=C(NC2=CC1)C1=CC(=C(C=C1)OC)OC)C(C)C)=O